(S)-4-(2,3-dichloro-6-hydroxyphenyl)-1-((3-hydroxycyclobutyl)meth-yl)pyrrolidin-2-one ClC1=C(C(=CC=C1Cl)O)[C@@H]1CC(N(C1)CC1CC(C1)O)=O